(R or S)-1-(1-methyl-1H-pyrazol-4-yl)piperidine-3-carbohydrazide CN1N=CC(=C1)N1C[C@@H](CCC1)C(=O)NN |o1:8|